N1(CCOCC1)CC1=CC=CC=C1 4-(morpholinylmethyl)benzene